C1(CC1)N(C(=O)C1=CC(=NN1C1=CC=C(C=C1)OC)C(=O)N)C1CCN(CC1)N1C(COCC1)=O N5-Cyclopropyl-1-(4-methoxyphenyl)-N5-(1-(3-oxomorpholino)piperidin-4-yl)-1H-pyrazol-3,5-dicarboxamid